5,7-Difluoro-N-((R)-1-(((S)-1-hydroxy-3-((S)-2-oxopyrrolidin-3-yl)propan-2-yl)amino)-1-oxo-3-(trimethylsilyl)propan-2-yl)-1H-indole-2-carboxamide FC=1C=C2C=C(NC2=C(C1)F)C(=O)N[C@H](C(=O)N[C@H](CO)C[C@H]1C(NCC1)=O)C[Si](C)(C)C